C(=O)(O)CNCCN(CC(=O)O)CC#N N-[2-[(carboxymethyl)amino]ethyl]-N-(cyanomethyl)-glycine